N-BOC-Glutarimide 3-tert-Butyl-5-[(2,6-dioxo-3-piperidyl)amino]isoindoline-2-carboxylate C(C)(C)(C)C1N(CC2=CC=C(C=C12)NC1C(NC(CC1)=O)=O)C(=O)O.C(=O)(OC(C)(C)C)N1C(CCCC1=O)=O